C(C)(C)(C)OC(=O)N1C(C(CCCC1)C1=CC=2C(=NC=CC2Cl)S1)C 3-(4-chlorothieno[2,3-b]pyridin-2-yl)-2-methylazepan-1-carboxylic acid tert-butyl ester